C(C)(C)(C)OC(=O)N1[C@@H](CN(C[C@@H]1C)C1=CC(=C2C(=NN(C2=C1)C(=O)OC(C)(C)C)OC1=CC2=CN(N=C2C(=C1)F)C)Cl)C tert-butyl 6-[(3R,5S)-4-(tert-butoxycarbonyl)-3,5-dimethylpiperazin-1-yl]-4-chloro-3-[(7-fluoro-2-methylindazol-5-yl)oxy]-indazole-1-carboxylate